C1=C(C=CC2=CC=CC=C12)OC1=C(C=O)C=CC=C1 2-(2-Naphthoxy)benzaldehyde